NCC=1C(=C(C=CC1)CC(=O)OCC)OCC1=COC2=C1C=C(C=C2)Br ethyl 2-(3-(aminomethyl)-2-((5-bromobenzofuran-3-yl)methoxy)phenyl)acetate